ClC=1C=C(C(=O)N[C@H](C(=O)NC2(CC2)C#N)CC=2OC3=C(N2)C=CC(=C3)C=3CCN(CC3)CC(F)F)C=CC1 (S)-3-chloro-N-(1-((1-cyanocyclopropyl)amino)-3-(6-(1-(2,2-difluoroethyl)-1,2,3,6-tetrahydropyridin-4-yl)benzo[d]oxazol-2-yl)-1-oxopropan-2-yl)benzamide